C(C)C=1N=C2C(=NC1CC)C=NC=C2C#CC=2C=NC=C(C(=O)NC1=CC(=C(C=C1)CN1CCN(CC1)C)C(F)(F)F)C2 5-((2,3-diethylpyrido[3,4-b]pyrazin-8-yl)ethynyl)-N-(4-((4-methylpiperazin-1-yl)methyl)-3-(trifluoromethyl)phenyl)nicotinamide